C(C)(C)(C)OC(N[C@H]1COC2(C1)CCN(CC2)S(=O)(=O)C=2C=NC1=CC=CC=C1C2)=O ((R)-8-(quinolin-3-ylsulfonyl)-1-oxa-8-azaspiro[4.5]dec-3-yl)carbamic acid tert-butyl ester